2,5-bis(t-amyl-peroxy)-2,5-dimethylhexane C(C)(C)(CC)OOC(C)(CCC(C)(C)OOC(C)(C)CC)C